6-allyl-N-[4-(piperazin-1-yl)phenyl]-6H-pyrido[2,3-c]pyrimido[4,5-e][1,2]thiazin-2-amine 5,5-dioxide C(C=C)N1S(C2=C(C3=C1N=CC=C3)N=C(N=C2)NC2=CC=C(C=C2)N2CCNCC2)(=O)=O